CC(C=CC=CCC(C=CC=C)=O)=O dodeca-3,5,9,11-tetraene-2,8-dione